ClC=1C(=NC(=NC1)NC1=C(C=C(C=C1)N1CCC(CC1)N1CCN(CC1)C([2H])([2H])[2H])OC([2H])([2H])[2H])NC1=C(C=CC=C1)N(S(=O)(=O)C)C([2H])([2H])[2H] N-(2-((5-Chloro-2-((2-(methoxy-d3)-4-(4-(4-(methyl-d3)piperazin-1-yl)piperidin-1-yl)phenyl)amino)pyrimidin-4-yl)amino)phenyl)-N-(methyl-d3)methanesulfonamide